C(CCC)N1N=C(C(=C1C(C)(C)C)O)CC 1-n-Butyl-5-tert-butyl-3-ethyl-4-hydroxy-pyrazole